N1(CCCCC1)CCC 1-(piperidin-1-yl)propan